(S)-5-((3-Fluoropyrrolidin-1-yl)methyl)-N-(3-(2-methyl-1-(4-methyl-4H-1,2,4-triazol-3-yl)propan-2-yl)phenyl)-2-oxo-1-(2,2,2-trifluoroethyl)-1,2-dihydropyridine-3-carboxamide F[C@@H]1CN(CC1)CC=1C=C(C(N(C1)CC(F)(F)F)=O)C(=O)NC1=CC(=CC=C1)C(CC1=NN=CN1C)(C)C